FC1=C(C(=CC(=C1)C=1NC(=CC1)C#N)F)C=1N=C2N(C=CC(=C2)C)C1C[C@H]1CN(CCO1)C(=O)OC methyl (S)-2-((2-(2,6-difluoro-4-(5-cyano-1H-pyrrol-2-yl)phenyl)-7-methylimidazo[1,2-a]pyridin-3-yl)methyl)morpholine-4-carboxylate